ClC1=C(C(=CC=C1)C(F)(F)F)COC=1C=NC(=NC1)N1CC(N[C@H](C1)CO)=O (6R)-4-(5-{[2-chloro-6-(trifluoromethyl)phenyl]methoxy}pyrimidin-2-yl)-6-(hydroxymethyl)piperazin-2-one